tert-butyl (6S,7S)-7-amino-6-((2'-(2-((tert-butoxycarbonyl) (methyl)amino)ethoxy)-[1,1'-biphenyl]-3-yl)methyl)-5-azaspiro[2.4]heptane-5-carboxylate N[C@@H]1[C@@H](N(CC12CC2)C(=O)OC(C)(C)C)CC=2C=C(C=CC2)C2=C(C=CC=C2)OCCN(C)C(=O)OC(C)(C)C